ClC1=NC=C(C(=C1)C1=C(C=NC(=C1)C)C(=O)NC=1SC(=NN1)OCC1C(OCC1)(C)C)OC 2'-chloro-N-(5-((2,2-dimethyltetrahydrofuran-3-yl)methoxy)-1,3,4-thiadiazol-2-yl)-5'-methoxy-6-methyl-(4,4'-bipyridine)-3-carboxamide